(8-(((3R,5R)-5-fluoro-1-methylpiperidin-3-yl)amino)imidazo[1,2-d][1,2,4]triazin-5-yl)-5-(trifluoromethyl)phenol F[C@@H]1C[C@H](CN(C1)C)NC=1C=2N(C(=NN1)C1=C(C=C(C=C1)C(F)(F)F)O)C=CN2